ethyl 4-(4-((4'-chloro-4-formyl-4-methyl-3,4,5,6-tetrahydro-[1,1'-biphenyl]-2-yl)methyl)piperazin-1-yl)benzoate ClC1=CC=C(C=C1)C1=C(CC(CC1)(C)C=O)CN1CCN(CC1)C1=CC=C(C(=O)OCC)C=C1